N-(3-(6-bromobenzo[d]thiazol-2-yl)-4,5,6,7-tetrahydrothieno[2,3-c]pyridin-2-yl)-4-(tert-butylamino)cyclohexane-1-carboxamide BrC1=CC2=C(N=C(S2)C2=C(SC=3CNCCC32)NC(=O)C3CCC(CC3)NC(C)(C)C)C=C1